C1(=CC=CC=C1)C(C#N)O[Si](C)(C)C 2-phenyl-2-[(trimethylsilyl)oxy]acetonitrile